ClC1=CC=C(C=C1)C1=NNC(=C1C1CC1)N 3-(4-chlorophenyl)-4-cyclopropyl-1H-pyrazol-5-amine